5-(4-chlorophenyl)-2-aminobenzoxazole ClC1=CC=C(C=C1)C=1C=CC2=C(N=C(O2)N)C1